α-D-glucose pentaacetate C(C)(=O)O[C@@H]1[C@H](OC(C)=O)[C@@H](OC(C)=O)[C@H](OC(C)=O)[C@H](O1)COC(C)=O